COC(=O)C1=CC=C(C=C1)[C@H]1N(CC12CCCC2)C(=O)OC(C)(C)C |r| (±)-tert-butyl 1-(4-(methoxycarbonyl)phenyl)-2-azaspiro[3.4]octane-2-carboxylate